N1CC=C2C=CC(C=C12)=O indol-6(2H)-one